N1N=CC2=CC(=CC=C12)NC1=NC(=NC=C1)C1=CC=C2C=C(NC2=C1)C(=O)N1CCN(CC1)C1=CC=NC=C1 (6-(4-((1H-indazol-5-yl)amino)-pyrimidin-2-yl)-1H-indol-2-yl)(4-(pyridin-4-yl)piperazin-1-yl)methanone